3-[1-(1-tert-butyl-1H-pyrazol-4-yl)-1H-pyrazol-4-yl]-N-cyclopropyl-4-methylbenzamide C(C)(C)(C)N1N=CC(=C1)N1N=CC(=C1)C=1C=C(C(=O)NC2CC2)C=CC1C